O([C@H]1[C@H](O)[C@@H](O)[C@H](O)[C@H](O1)CO)[C@H]1[C@H](O)[C@@H](O)[C@@H](O)[C@H](O1)CO beta-D-galactopyranosyl-(1->4) beta-D-glucopyranoside